N-((4R,5S,7R,8R,9S,10R)-8,10-dihydroxy-7-(hydroxymethyl)-9-(4-(3,4,5-Trifluorophenyl)-1H-1,2,3-triazol-1-yl)-1,6-dioxaspiro[4.5]decan-4-yl)-2-(naphthalen-2-yl)acetamide O[C@H]1[C@H](O[C@@]2([C@@H](CCO2)NC(CC2=CC3=CC=CC=C3C=C2)=O)[C@@H]([C@H]1N1N=NC(=C1)C1=CC(=C(C(=C1)F)F)F)O)CO